thiazol-5-carboxamide S1C=NC=C1C(=O)N